NC1=C(C=CC(=N1)C1=CC(=C(C(=O)NC=2C(=NNC2Cl)C)C=C1F)O[C@H](C(F)(F)F)C)F (S)-4-(6-Amino-5-fluoropyridin-2-yl)-N-(5-chloro-3-methyl-1H-pyrazol-4-yl)-5-fluoro-2-((1,1,1-trifluoropropan-2-yl)oxy)benzamide